C(=O)C1=CC=C(CN2/C(/SC=C2)=N/C(=O)C2=CNC3=NC=CC=C32)C=C1 (Z)-N-(3-(4-formylbenzyl)thiazol-2(3H)-ylidene)-1H-pyrrolo[2,3-b]pyridine-3-carboxamide